3-hydroxy-3-(6-(hydroxymethyl)pyridin-2-yl)azetidine-1-carboxylic acid tert-butyl ester C(C)(C)(C)OC(=O)N1CC(C1)(C1=NC(=CC=C1)CO)O